4-(2-chloro-4-nitrophenyl)-3-morpholinone ClC1=C(C=CC(=C1)[N+](=O)[O-])N1C(COCC1)=O